1-methoxy-4-(prop-2-en-1-yl)benzene COC1=CC=C(C=C1)CC=C